OXO-OCTADECANOIC ACID O=C(C(=O)O)CCCCCCCCCCCCCCCC